tert-Butyl (5-bromo-2-formylthiophen-3-yl)carbamate BrC1=CC(=C(S1)C=O)NC(OC(C)(C)C)=O